(5-iodo-2-methyl-2H-1,2,3-triazol-4-yl)methanol IC=1C(=NN(N1)C)CO